C1CN(CCC1=O)CCC2=CC=CC=C2 N-(2-phenethyl)-4-piperidone